4-methyl-1-(4-methyl-2-oxo-isoquinolin-2-ium-5-yl)sulfonyl-indoline-6-carbonitrile CC1=C2CCN(C2=CC(=C1)C#N)S(=O)(=O)C1=C2C(=C[N+](CC2=CC=C1)=O)C